tert-Butyl 4-(4-(4-(1-(5-fluoropyridin-2-yl)-2-methoxyethoxy)-3-(prop-1-yn-1-yl)pyrazolo[1,5-a]pyridin-6-yl)-5-methyl-1H-1,2,3-triazol-1-yl)piperidine-1-carboxylate FC=1C=CC(=NC1)C(COC)OC=1C=2N(C=C(C1)C=1N=NN(C1C)C1CCN(CC1)C(=O)OC(C)(C)C)N=CC2C#CC